S-(1-(5-(difluoromethyl)-1,3,4-thiadiazol-2-yl)-4-fluoro-1H-indazol-6-yl) thiobenzoate C(C1=CC=CC=C1)(=O)SC1=CC(=C2C=NN(C2=C1)C=1SC(=NN1)C(F)F)F